hydroxy-1-methyl-spiro[indoline-2,3'-(3H)-naphtho(2,1-b)-1,4-oxazine] OC1=NC2=C(OC13N(C1=CC=CC=C1C3)C)C=CC3=CC=CC=C32